4,5-dipropyl o-phenylenediamine methyl 2-bromo-4-(2-oxopropoxy)-5-((tetrahydrofuran-3-yl)amino)benzoate BrC1=C(C(=O)OC)C=C(C(=C1)OCC(C)=O)NC1COCC1.C(CC)C1=CC(=C(C=C1CCC)N)N